(2-hydroxyethyl)octanamide OCCC(C(=O)N)CCCCCC